N[C@@H]([C@H](O)C)C(=O)OC(CCCCCCCCCCC)=O.[Na] sodium lauroyl threoninate